1-carboxy-N,N,N-trimethylammonium C(=O)(O)C[NH+](C)C